CC1=NC(=CC(=C1)C(=O)N1CC2=CC(=CC(=C2C1)[C@H]1NCCC1)C=1C=C2C(=NC1)NC=C2C)C (S)-(2,6-dimethylpyridin-4-yl)(6-(3-methyl-1H-pyrrolo[2,3-b]pyridin-5-yl)-4-(pyrrolidin-2-yl)isoindolin-2-yl)methanone